(1R)-5-bromo-2,3-dihydro-1H-inden-1-amine BrC=1C=C2CC[C@H](C2=CC1)N